NC1=C(N=C2N1C=CC(=C2)C#N)C=2OC1=C(C2)C=C(C=C1)OC 3-amino-2-(5-methoxy-1-benzofuran-2-yl)imidazo[1,2-a]pyridine-7-carbonitrile